2-Methyl-1,3-cyclopentandion CC1C(CCC1=O)=O